BrC1=C(C=C2C(=N1)C(CN2)(C)C)F 5-bromo-6-fluoro-3,3-dimethyl-2,3-dihydro-1H-pyrrolo[3,2-b]Pyridine